4-(2-acetyl-5-chlorophenyl)-5-methoxypyridin-2(1H)-one C(C)(=O)C1=C(C=C(C=C1)Cl)C1=CC(NC=C1OC)=O